COC=1C=C(C=NC1)C=1C=C2C=C(NC2=CC1)C1=CC(=NC=C1)N1CCC12COC2 1-(4-(5-(5-methoxypyridin-3-yl)-1H-indol-2-yl)pyridin-2-yl)-6-oxa-1-azaspiro[3.3]heptane